gold-silver-iron [Fe].[Ag].[Au]